(S)-1-(4-cyanophenyl)-3-(isoquinolin-4-yl)-2-oxoimidazolidine-4-carbonitrile C(#N)C1=CC=C(C=C1)N1C(N([C@@H](C1)C#N)C1=CN=CC2=CC=CC=C12)=O